BrC1=CC=C(C=C1)S(=O)(=O)N1C(=CC=2C=NC=CC21)[C@@H](C)N (R)-1-(1-((4-bromophenyl)sulfonyl)-1H-pyrrolo[3,2-c]pyridin-2-yl)ethan-1-amine